COC1=CC=C(C2=C1C1=NC=CC=C1O2)P(=O)(OC2=CC=CC=C2)O 9-methoxy-6-phenylphosphonobenzofurano[3,2-b]pyridine